C1(C=CC2=CC=CC=C12)CC(C)C1C=CC2=CC=CC=C12 1,2-diindenylpropane